N(N)C1=NC=C(C=C1)C(=O)NN 2-hydrazinopyridine-5-carboxylic acid hydrazide